N-(3-chloro-5-(methylsulfonamido)phenyl)thieno[3,2-b]pyridine-2-carboxamide ClC=1C=C(C=C(C1)NS(=O)(=O)C)NC(=O)C1=CC2=NC=CC=C2S1